CNC1=NC(=NC=C1)CN1C(C=C(C=C1)C=1N=C(N2C1C=CC=C2)C2=CC=C(C=C2)C(F)(F)F)=O 1-((4-(methylamino)pyrimidin-2-yl)methyl)-4-(3-(4-(trifluoromethyl)phenyl)imidazo[1,5-a]pyridin-1-yl)pyridin-2(1H)-one